2,3-dihydro-1H-benzo[e]indazol-1,4,5-trione C1(NNC=2C(C(C3=C(C12)C=CC=C3)=O)=O)=O